(R)-1-(2,4-difluorophenyl)ethylamine HCl salt Cl.FC1=C(C=CC(=C1)F)[C@@H](C)N